FC1=C(C(=CC(=C1)N1C=NC(=C1)C(F)(F)F)F)C=1N=C2N(C=CC(=C2)C)C1C[C@H]1CN(CCO1)C(=O)OC methyl (S)-2-((2-(2,6-difluoro-4-(4-trifluoromethyl-1H-imidazol-1-yl)phenyl)-7-methylimidazo[1,2-a]pyridin-3-yl)methyl)morpholine-4-carboxylate